2-methyl-5-phenylpyrazine CC1=NC=C(N=C1)C1=CC=CC=C1